C(C)(C)(C)OC(C(CC(=O)OC(C)(C)C)NC([C@@H]([C@H](C)OC(C)(C)C)N)=O)=O 2-((2R,3S)-2-amino-3-(tert-butoxy)butyrylamino)succinic acid di-tert-butyl ester